3-amino-N-(2,6-difluorobenzyl)-6-(2,6-dimethylmorpholino)-5-(4-fluorophenyl)pyrazine-2-carboxamide NC=1C(=NC(=C(N1)C1=CC=C(C=C1)F)N1CC(OC(C1)C)C)C(=O)NCC1=C(C=CC=C1F)F